C(C)(=O)NC=1C=C2C=CC=CC2=CC1 6-(acetylamino)naphthalene